C1(=CC=CC2=CC=CC=C12)S(=O)(=O)OC=1C(=CC=2C3CC[C@@]4([C@H](CCC4C3CCC2C1)O)C)OC (13S,17S)-17-hydroxy-2-methoxy-13-methyl-7,8,9,11,12,13,14,15,16,17-decahydro-6H-cyclopenta[a]phenanthren-3-yl naphthalene-1-sulfonate